CC(C(=O)[O-])(CCCCCCCC=O)N(CCO)CCOC(C1=CC=CC=C1)(C1=CC=C(C=C1)OC)C1=CC=C(C=C1)OC methyl-((2-(bis(4-methoxyphenyl) (phenyl) methoxy) ethyl) (2-hydroxyethyl) amino)-10-oxodecanoate